glycerine monomethacrylate C(C(=C)C)(=O)O.OCC(O)CO